C(CCC)C1(N(C(C=2C=CCCC12)=O)CC1=CC=C(C=C1)Cl)O 3-butyl-2-(4-chlorobenzyl)-3-hydroxy-2,3,4,5-tetrahydro-1H-isoindol-1-one